1-(4-((3S,4S)-3-(cyclopentylmethyl)-7-hydroxyisochroman-4-yl)phenyl)piperidine-4-carbaldehyde C1(CCCC1)C[C@@H]1OCC2=CC(=CC=C2[C@@H]1C1=CC=C(C=C1)N1CCC(CC1)C=O)O